3,3-dichloro-N-[(6-chloro-2,2-difluoro-1,3-benzodioxol-5-yl)methyl]-N-hydroxy-2,2-dimethyl-propionamide ClC(C(C(=O)N(O)CC1=CC2=C(OC(O2)(F)F)C=C1Cl)(C)C)Cl